1-oxo-1-((1-trityl-1H-imidazol-4-yl)amino)propan-2-yl 4-methylbenzenesulfonate CC1=CC=C(C=C1)S(=O)(=O)OC(C(NC=1N=CN(C1)C(C1=CC=CC=C1)(C1=CC=CC=C1)C1=CC=CC=C1)=O)C